5-bromo-7-(((tert-butyldimethylsilyl)oxy)methyl)-3-cyclopropyl-8-fluoroquinoxalin-2(1H)-one BrC1=C2N=C(C(NC2=C(C(=C1)CO[Si](C)(C)C(C)(C)C)F)=O)C1CC1